ClC1=C(C=C2C(=N1)C=C(S2)C(CCC(=O)OC)=O)OC methyl 4-(5-chloro-6-methoxy-thieno[3,2-b]pyridin-2-yl)-4-oxo-butanoate